isopropyloxypropyl-1,3-diaminopropane C(C)(C)OCCCC(CCN)N